1-(difluoromethylene)-5-(6-(((1R,3R)-3-hydroxycyclopentyl)amino)-4,5-dimethylpyridazin-3-yl)-2,3-dihydro-1H-inden-4-ol FC(=C1CCC=2C(=C(C=CC12)C=1N=NC(=C(C1C)C)N[C@H]1C[C@@H](CC1)O)O)F